(S)-1-(3-(4-amino-5-(7-methoxy-5-methylbenzothiophen-2-yl)-7H-pyrrolo[2,3-d]pyrimidin-7-yl)pyrrolidin-1-yl)prop-2-yn-1-one NC=1C2=C(N=CN1)N(C=C2C=2SC1=C(C2)C=C(C=C1OC)C)[C@@H]1CN(CC1)C(C#C)=O